C(C)(C)(C)OC(=O)N[C@@H](C(C)C)C(=O)O (tertiary butoxycarbonyl)-L-valine